COC=1C=C2C(=NC=NC2=CC1OC)OC1=C(C=C(C=C1)C1C=2N(CCC1)N(C(C2C(=O)N)=O)C2=CC=CC=C2)C(F)(F)F (4-((6,7-dimethoxyquinazolin-4-yl)oxy)-3-trifluoromethylphenyl)-2-oxo-1-phenyl-1,2,4,5,6,7-hexahydropyrazolo[1,5-a]pyridine-3-carboxamide